4-(4-amino-2,6-dimethylphenoxy)-3-methylthiophene-2-carboxylic acid methyl ester COC(=O)C=1SC=C(C1C)OC1=C(C=C(C=C1C)N)C